(3,4-dihydroxy-5-oxo-2,5-dihydrofuran-2-yl) ethane-1,2-diylbis((3-(triethoxysilyl) propyl) carbamate) C(CN(C([O-])=O)CCC[Si](OCC)(OCC)OCC)N(C(OC1OC(C(=C1O)O)=O)=O)CCC[Si](OCC)(OCC)OCC